2-((4-(tertiary butyl)cyclohex-1-en-1-yl)methyl)-3-hydroxy-1,4-naphthoquinone C(C)(C)(C)C1CC=C(CC1)CC=1C(C2=CC=CC=C2C(C1O)=O)=O